BrC1=C(C=2C=CC=NC2C(=C1)C1CC1)N 6-Bromo-8-cyclopropylquinolin-5-amine